C(C)(C)[C@H]1C(NC=2C(=NC(=NC2N1C)N[C@H]1CCC=2N(N=CC21)CC=2C=NC(=CC2)C(F)(F)F)C)=O (S)-7-isopropyl-4,8-dimethyl-2-(((S)-1-((6-(trifluoromethyl)pyridin-3-yl)methyl)-1,4,5,6-tetrahydrocyclopenta[c]pyrazol-4-yl)amino)-7,8-dihydropteridin-6(5H)-one